OCCOC1=NC=C(C=N1)NC(O[C@H](C)[C@H](C)OC1=C(C=C2C(=N1)SC(=N2)C2=C1N=CC(=NC1=CC(=C2)C)OC)F)=O (2R,3S)-3-((6-fluoro-2-(2-methoxy-7-methylquinoxalin-5-yl)thiazolo[5,4-b]pyridin-5-yl) oxy)butan-2-yl (2-(2-hydroxyethoxy)pyrimidin-5-yl)carbamate